6-(2,8-dimethylimidazo[1,2-b]pyridazin-6-yl)-8-fluoro-2-[1-(2-methoxyethyl)-4-piperidinyl]-[1,2,4]triazolo[1,5-a]pyridine CC=1N=C2N(N=C(C=C2C)C=2C=C(C=3N(C2)N=C(N3)C3CCN(CC3)CCOC)F)C1